NC1=NC=NN2C1=C(C=C2C=2C=C(C(=NC2)OC)C(=O)N[C@@H]2CN(C[C@@H]2F)S(=O)(=O)CC2=CC(=CC=C2)C)C(F)(F)F 5-[4-amino-5-(trifluoromethyl)pyrrolo[2,1-f][1,2,4]triazin-7-yl]-N-[(3R,4S)-4-fluoro-1-[(3-methylphenyl)methanesulfonyl]pyrrolidin-3-yl]-2-methoxypyridine-3-carboxamide